F[B-](F)(F)F.CC1=[NH+]C(=CC(=C1)C1=CC=CC=C1)C 2,6-dimethyl-4-phenylpyridinium tetrafluoroborate